2-(((1-isopropylazetidin-3-yl)carbamoyl)oxy)propane-1,3-diyl dipalmitate C(CCCCCCCCCCCCCCC)(=O)OCC(COC(CCCCCCCCCCCCCCC)=O)OC(NC1CN(C1)C(C)C)=O